BrCC1=C(C(=CC=C1)OC)Cl 1-(bromomethyl)-2-chloro-3-methoxy-benzene